butyl 2-oxohexanedioate O=C(C(=O)OCCCC)CCCC(=O)[O-]